thymyl N-isoamylcarbamate C(CC(C)C)NC(OC1=CC(C)=CC=C1C(C)C)=O